The molecule is the L-enantiomer of tryptophan. It has a role as an antidepressant, a nutraceutical, a micronutrient, a plant metabolite, a human metabolite, a Saccharomyces cerevisiae metabolite, an Escherichia coli metabolite and a mouse metabolite. It is an erythrose 4-phosphate/phosphoenolpyruvate family amino acid, a proteinogenic amino acid, a tryptophan and a L-alpha-amino acid. It is a conjugate base of a L-tryptophanium. It is a conjugate acid of a L-tryptophanate. It is an enantiomer of a D-tryptophan. It is a tautomer of a L-tryptophan zwitterion. C1=CC=C2C(=C1)C(=CN2)C[C@@H](C(=O)O)N